(S)-5-(2-hydroxypropyl)-2-methoxybenzenesulfonamide O[C@H](CC=1C=CC(=C(C1)S(=O)(=O)N)OC)C